C(C1=CC=CC=C1)OC=1C(C(=CN2C1C(N1C(C=CCC2C1)C)=O)C(=O)NCC1=C(C=C(C=C1F)F)F)=O 12-(benzyloxy)-3-methyl-1,11-dioxo-N-(2,4,6-trifluorobenzyl)-1,6,7,11-tetrahydro-3H-2,7-methanopyrido[1,2-a][1,4]diazonine-10-carboxamide